N1-(2-(3,4-dihydroisoquinolin-2(1H)-yl)phenyl)-N3,N3-dimethylbenzene-1,3-disulfonamide C1N(CCC2=CC=CC=C12)C1=C(C=CC=C1)NS(=O)(=O)C1=CC(=CC=C1)S(=O)(=O)N(C)C